4-methylaminoantipyrin CC1=C(C(=O)N(N1C)C2=CC=CC=C2)NC